4-Pyridyl propanoate C(CC)(=O)OC1=CC=NC=C1